ClC1=C(C=CC=C1)CC(=O)NC1=CC(=C(C=C1)OC1=C(C=CC(=C1)C#N)OC)S(N)(=O)=O 2-(2-chlorophenyl)-N-[4-(5-cyano-2-methoxyphenoxy)-3-sulfamoylphenyl]acetamide